2,2'-[[1,1'-biphenyl]-4,4'-diylbis(methyleneoxy[1,1'-binaphthalene]-2',2-diyloxy)]-di(ethan-1-ol) C1(=CC=C(C=C1)COC1=C(C2=CC=CC=C2C=C1)C1=C(C=CC2=CC=CC=C12)OCCO)C1=CC=C(C=C1)COC1=C(C2=CC=CC=C2C=C1)C1=C(C=CC2=CC=CC=C12)OCCO